C=1(C(=CC=CC1)C(=O)N=C=NC(=O)C=1C(=CC=CC1)C)C N,N'-di-o-toluoyl-carbodiimide